2-(2-(benzyloxy)-4-((6-iodo-3H-imidazo[4,5-b]pyridin-3-yl)methyl)phenoxy)-1-(4-(difluoromethoxy)phenyl)ethan-1-one C(C1=CC=CC=C1)OC1=C(OCC(=O)C2=CC=C(C=C2)OC(F)F)C=CC(=C1)CN1C=NC=2C1=NC=C(C2)I